ClC1=CC=C(C=C1)CN1C(NC(C=2N=NC(=CC21)N2CCOCC2)=S)=O 5-[(4-chlorophenyl)methyl]-3-(morpholin-4-yl)-8-sulfanylidene-7,8-dihydropyrimido[5,4-c]pyridazin-6(5H)-one